Thien-4-one S1C=CC(C1)=O